C(C)O[Si](CCCSSCCC[Si](OCC)(OCC)OCC)(OCC)OCC bis(3-(triethoxysilyl)-propyl) disulfide